F[B-](F)(F)F.C(CCC)OC1=CC=C(C=C1)[S+](C1=CC=CC=C1)C1=CC=CC=C1 4-Butoxy-phenyldiphenylsulfonium tetrafluoroborat